BrC1=CC=C(C=C1)CCS(=O)(=O)N(C)C 2-(4-bromophenyl)-N,N-dimethylaminosulfonyl-ethane